(3R)-3-[(3-cyclopropanecarbonyl-1-{[2-(trimethylsilyl)ethoxy]methyl}-1H-pyrrolo[2,3-b]pyridin-4-yl)amino]pyrrolidine-1-carboxylic acid tert-butyl ester C(C)(C)(C)OC(=O)N1C[C@@H](CC1)NC1=C2C(=NC=C1)N(C=C2C(=O)C2CC2)COCC[Si](C)(C)C